tert-butyl 4-[(1r,3r)-3-(4-{4-[6-(benzyloxy)-4-oxoquinazolin-3-yl]phenyl}piperidin-1-yl)cyclobutoxy]piperidine-1-carboxylate C(C1=CC=CC=C1)OC=1C=C2C(N(C=NC2=CC1)C1=CC=C(C=C1)C1CCN(CC1)C1CC(C1)OC1CCN(CC1)C(=O)OC(C)(C)C)=O